(2-hydroxyethyl)-2-oxazolidone OCCC1C(N=[C-]O1)=O